(2S)-4-tert-butoxy-2-(tert-butoxycarbonylamino)-4-oxo-butanoic acid C(C)(C)(C)OC(C[C@@H](C(=O)O)NC(=O)OC(C)(C)C)=O